6-(3'-((7-bromo-2-(difluoromethyl)pyrido[3,2-d]pyrimidin-4-yl)amino)-2-chloro-2'-methyl-[1,1'-biphenyl]-3-yl)-2-methoxynicotinaldehyde BrC1=CC=2N=C(N=C(C2N=C1)NC=1C(=C(C=CC1)C1=C(C(=CC=C1)C1=NC(=C(C=O)C=C1)OC)Cl)C)C(F)F